Cl.CC1=C(C=C(C(=O)NC2=CC(=CC(=C2)C(F)(F)F)N2C=NC(=C2)C)C=C1)NC1=NC=CC(=N1)C=1C=NC=CC1 4-methyl-N-[3-(4-methyl-1H-imidazol-1-yl)-5-(trifluoromethyl)phenyl]-3-[(4-pyridin-3-ylpyrimidin-2-yl)amino]benzamide hydrochloride salt